ClC=1C(=C(C#N)C=C(C1)C(C)(C)C1=CC=C(C=C1)OCC1=NC=CC(=N1)Cl)OCCCl 3-chloro-2-(2-chloroethoxy)-5-(2-(4-((4-chloropyrimidin-2-yl)methoxy)phenyl)propan-2-yl)benzonitrile